N=C1SC=CN1C1=CC=C2CCN(CC2=C1)C(=O)OC(C)(C)C t-butyl 7-(2-iminothiazol-3(2H)-yl)-3,4-dihydroisoquinoline-2(1H)-carboxylate